C1(=CC=CC2=CC=CC=C12)C(C)N1CCC(CC1)C(=O)OC(C)C Isopropyl 1-(1-(naphthalen-1-yl)ethyl)piperidine-4-carboxylate